CC1=CC=C(C=C1)S(=O)(=O)C(C(=O)C1CCCCC1)=[N+]=[N-] 1-p-toluenesulfonyl-1-cyclohexylcarbonyldiazomethane